tert-butyl 2-((2S,3R)-1,3-bis(benzyloxy)-1-oxobutan-2-yl)-1-oxo-2,6-diazaspiro[3.5]nonane-6-carboxylate C(C1=CC=CC=C1)OC([C@H]([C@@H](C)OCC1=CC=CC=C1)N1C(C2(C1)CN(CCC2)C(=O)OC(C)(C)C)=O)=O